N[C@@H](C(=O)N1CC2=NN(C=C2C1)S(=O)(=O)C1=CC=C(C=C1)OC(F)F)C1=CC(=CC=C1)OC(F)(F)F (R)-2-amino-1-(2-((4-(difluoromethoxy)phenyl)sulfonyl)-2,6-dihydropyrrolo[3,4-c]pyrazol-5(4H)-yl)-2-(3-(trifluoromethoxy)phenyl)ethan-1-one